NC1CCC(CC1)N(C1=C2CN(C(C2=CC=C1)=O)C1C(NC(CC1)=O)=O)CCCN1CCNCC1 3-(4-(((1r,4r)-4-aminocyclohexyl)(3-(piperazin-1-yl)propyl)amino)-1-oxoisoindolin-2-yl)piperidine-2,6-dione